C(C)(C)OC=1C(=CC(=NC1)C1=NSC(=N1)NC1=NC=C(C=C1N(C(C)=O)C)C(F)(F)F)C(F)(F)F N-(2-(3-(5-isopropoxy-4-(trifluoromethyl)pyridin-2-yl)-1,2,4-thiadiazol-5-ylamino)-5-(trifluoromethyl)pyridin-3-yl)-N-methylacetamide